methyl {3-oxo-2-[(2Z)-2-penten-1-yl]cyclopentyl}acetate O=C1C(C(CC1)CC(=O)OC)C\C=C/CC